The molecule is a 3-oxo-fatty acyl-CoA(4-) obtained by deprotonation of the phosphate and diphosphate OH groups of (7Z,10Z,13Z,16Z,19Z)-3-oxodocosapentaenoyl-CoA. It is a conjugate base of a (7Z,10Z,13Z,16Z,19Z)-3-oxodocosapentaenoyl-CoA. CC/C=C\\C/C=C\\C/C=C\\C/C=C\\C/C=C\\CCCC(=O)CC(=O)SCCNC(=O)CCNC(=O)[C@@H](C(C)(C)COP(=O)([O-])OP(=O)([O-])OC[C@@H]1[C@H]([C@H]([C@@H](O1)N2C=NC3=C(N=CN=C32)N)O)OP(=O)([O-])[O-])O